C1(CC1)S(=O)(=O)N1N=CC(=C1)C1=NC=CC(=N1)NC1=NC=C(C(=C1)NC1CCC(CC1)C(C)(C)O)C#CC=1C=NN(C1)CC(F)F 2-((1s,4s)-4-((2-((2-(1-(Cyclopropylsulfonyl)-1H-pyrazol-4-yl)pyrimidin-4-yl)amino)-5-((1-(2,2-difluoroethyl)-1H-pyrazol-4-yl)ethynyl)pyridin-4-yl)amino)cyclohexyl)propan-2-ol